CS(=O)(=O)OCCCN1[C@H](CCC[C@H]1C1=NC=CC=C1C)C1=NC=CC=C1C 3-((2R,6S)-2,6-bis(3-methylpyridin-2-yl)piperidin-1-yl)propyl methanesulfonate